2-trimethylsilylethyl 4-[3-[4-[(2-chloro-9-methyl-purin-6-yl)amino]-3-methoxy-pyrazol-1-yl]propyl]piperazine-1-carboxylate ClC1=NC(=C2N=CN(C2=N1)C)NC=1C(=NN(C1)CCCN1CCN(CC1)C(=O)OCC[Si](C)(C)C)OC